5-bromo-3-chloro-2-ethoxypyridine BrC=1C=C(C(=NC1)OCC)Cl